C(\C=C\C1=CC(OC)=C(O)C=C1)(=O)O[C@H]1[C@@H](O[C@@H]([C@H]([C@@H]1O)O)CO)O[C@@H]1[C@H]([C@H](O)O[C@@H]([C@@H]1O)CO)O 3-O-[2-O-(6-O-E-feruloyl)-β-D-glucopyranosyl]-β-D-galactopyranose